ClC1=C(C(=O)NC2=NC=C(C=C2F)F)C=C(C=C1)NC(=O)[C@@H]1C([C@H]1C1=CC(=CC(=C1)F)C(F)F)(Cl)Cl 2-Chloro-5-(trans-2,2-dichloro-3-(3-(difluoromethyl)-5-fluorophenyl)cyclopropane-1-carboxamido)-N-(3,5-difluoropyridin-2-yl)benzamide